3-(2-{5-[(7R)-7-amino-2-azabicyclo[2.2.1]heptane-2-carbonyl]-7-methoxy-1-methyl-1H-1,3-benzodiazol-2-yl}-1-(cyclopropylmethyl)-1H-pyrrolo[2,3-b]pyridin-6-yl)-2-chloro-4-fluorophenol N[C@H]1C2N(CC1CC2)C(=O)C2=CC1=C(N(C(=N1)C1=CC=3C(=NC(=CC3)C=3C(=C(C=CC3F)O)Cl)N1CC1CC1)C)C(=C2)OC